CN1C(C=C(C=C1)CN1C=CC=C1)=O 1-((1-methyl-2-oxo-1,2-dihydropyridin-4-yl)methyl)-1H-pyrrole